CC=1C=C2C(C=C(OC2=C(C1)C(C)NC1=C(C(=O)O)C=CC=C1)C=1C=C2C=C(NC2=CC1)C)=O 2-[1-[6-methyl-2-(2-methylindol-5-yl)-4-oxo-chromen-8-yl]ethylamino]benzoic acid